3-{2-[1-(trifluoromethyl)cyclopropyl]ethoxyl-1H-pyrazol-1-yl}-2λ6-thia-3,9,11,18,23-pentaazatetracyclo[17.3.1.111,14.05,10]tetracosa-1(23),5,7,9,19,21-hexaene-2,4-dione FC(C1(CC1)CCOC1=NN(C=C1)N1[SH2](C=2C=CC=C(NCCCC3CCN(C4=NC=CC=C4C1=O)C3)N2)=O)(F)F